ClC=1C(=NC2=CC=CC=C2N1)C=O 3-Chloroquinoxaline-2-carbaldehyde